ClCC(C(=O)Cl)(CC=C)C(F)F 2-(chloromethyl)-2-(difluoromethyl)pent-4-enoyl chloride